1-(2-morpholinoethyl)-2-oxo-1,2-dihydro-1,8-naphthyridine-3-carboxamide O1CCN(CC1)CCN1C(C(=CC2=CC=CN=C12)C(=O)N)=O